3-(3-(2-aminoethyl)phenyl)-2-(1H-1,2,4-triazol-1-yl)acrylonitrile hydrochloride Cl.NCCC=1C=C(C=CC1)C=C(C#N)N1N=CN=C1